(pyrimidin-2-ylmethyl)oxalamide N1=C(N=CC=C1)CNC(C(=O)N)=O